tert-butyl (4S)-4-[(1R)-1-cyclobutyl-5-[5-methyl-6-[1-(trifluoromethyl)cyclopropyl]pyrrolo[2,3-b]pyrazin-3-yl]-5-oxo-pentyl]-2,2-dimethyl-oxazolidine-3-carboxylate C1(CCC1)[C@@H](CCCC(=O)C1=CN=C2C(=N1)N(C(=C2)C2(CC2)C(F)(F)F)C)[C@@H]2N(C(OC2)(C)C)C(=O)OC(C)(C)C